Lithium 4,4'-biphenyldicarboxylate C1(=CC=C(C=C1)C(=O)[O-])C1=CC=C(C=C1)C(=O)[O-].[Li+].[Li+]